O=C1OCC(O1)OCCC#N 3-((2-oxo-1,3-dioxolan-4-yl)oxy)propionitrile